gold-silver-copper-zinc [Zn].[Cu].[Ag].[Au]